(R)-5-(2-(2,5-difluorophenyl)pyrrolidin-1-yl)-3-(4-(6-(oxetan-3-yloxy)pyridin-3-yl)-1H-pyrazol-1-yl)pyrazolo[1,5-a]pyrimidine FC1=C(C=C(C=C1)F)[C@@H]1N(CCC1)C1=NC=2N(C=C1)N=CC2N2N=CC(=C2)C=2C=NC(=CC2)OC2COC2